FC1=C(C=CC=C1)C1CCC=2N1N=C(N2)C(=O)N 5-(2-fluorophenyl)-6,7-dihydro-5H-pyrrolo[1,2-b][1,2,4]Triazole-2-carboxamide